C(C#CCC#C)OC1CCN(CC1)C(=O)OC(C)(C)C Tert-butyl 4-hexa-2,5-diynoxypiperidine-1-carboxylate